BrC=1C=CC(N(C1)CCC(C)(C)O)=O 5-bromo-1-(3-hydroxy-3-methylbutyl)pyridin-2(1H)-one